2,2'-azinobis-(3-ethylbenzthiazoline-6-sulfonate) N(N=C1SC2=C(N1CC)C=CC(=C2)S(=O)(=O)[O-])=C2SC1=C(N2CC)C=CC(=C1)S(=O)(=O)[O-]